CC(C)(OC(NCCOCCOCCN(CCOCC(=O)O)C)=O)C 2,2,14-trimethyl-4-oxo-3,8,11,17-tetraoxa-5,14-diazanonadecan-19-oic acid